C(CC(C)C)(=O)C(O)(C[N+](C)(C)C)CC([O-])=O Isovaleryl-Carnitin